FC1(CNCC[C@@H]1CN1CCC(CC1)N1C=C(C=2C1=NC=C(C2)N2C(NC(CC2)=O)=O)C)F |o1:6| (R*)-1-(1-(1-((3,3-Difluoropiperidin-4-yl)methyl)piperidin-4-yl)-3-methyl-1H-pyrrolo[2,3-b]pyridin-5-yl)dihydropyrimidine-2,4(1H,3H)-dione